CCCC/C=C\CCCCCCCC(=O)OC[C@H](COP(=O)([O-])OCC[N+](C)(C)C)OC(=O)CCC/C=C\C/C=C\C/C=C\C/C=C\C/C=C\CC 1-(9Z-tetradecenoyl)-2-(5Z,8Z,11Z,14Z,17Z-eicosapentaenoyl)-glycero-3-phosphocholine